FC1=C(C=C(C(=C1)I)F)NC1=C(C(=O)OC)C=C(C(=C1F)F)CC1=C(C(=NC=C1)NCC1=C(C=C(C=C1)OC)OC)F methyl 2-((2,5-difluoro-4-iodophenyl)amino)-5-((2-((2,4-dimethoxybenzyl)amino)-3-fluoropyridin-4-yl)methyl)-3,4-difluorobenzoate